BrC1=CC(=C2C=NNC2=C1)C=1N=NN(C1)CC=1N=C2N(C=C(C=C2)CO)C1 (2-((4-(6-bromo-1H-indazol-4-yl)-1H-1,2,3-triazol-1-yl)methyl)imidazo[1,2-a]pyridin-6-yl)methanol